(7-Chloro-1H-benzo[d]imidazol-2-yl)(8-methyl-5,6-dihydroimidazo[1,2-a]pyrazin-7(8H)-yl)methanone ClC1=CC=CC2=C1NC(=N2)C(=O)N2C(C=1N(CC2)C=CN1)C